2-formyl-3-hydroxy-5-methyl-4-[({3-hydroxy-2,5-dimethyl-4-[(methoxy)carbonyl]phenyl}oxy)carbonyl]phenolate C(=O)C1=C(C=C(C(=C1O)C(=O)OC1=C(C(=C(C(=C1)C)C(=O)OC)O)C)C)[O-]